Ethyl 2-methyl-5-(N-((trans)-3-(4-(trifluoromethyl)pyridin-2-yl)cyclobutyl)sulfamoyl)-1H-pyrrole-3-carboxylate CC=1NC(=CC1C(=O)OCC)S(N[C@@H]1C[C@H](C1)C1=NC=CC(=C1)C(F)(F)F)(=O)=O